2,6-di(bromo methyl)-1,4-phenylene ether BrCC1=C2C(=CC(=C1)O2)CBr